CS(=O)(=O)N1CC(C1)C(=O)N (methylsulfonyl)azetidine-3-carboxamide